1-phenyl-1,2-propanedione-2-(oxoacetyl) oxime O=CC(=O)ON=C(C(=O)C1=CC=CC=C1)C